ClC=1C=C2C(=NC(=NC2=C(C1C=1C=C(C=C2C=CC=NC12)O)F)OCCN1CCOCC1)N1CCN(CC1)C(C=C)=O 1-(4-(6-chloro-8-fluoro-7-(6-hydroxy-quinolin-8-yl)-2-(2-morpholino-ethoxy)quinazolin-4-yl)piperazin-1-yl)prop-2-en-1-one